FC(C=1C=NC(=NC1)N1CCN(CC1)C(=O)OC(C)(C)C)(F)F tert-butyl 4-[5-(trifluoromethyl)pyrimidin-2-yl]piperazine-1-carboxylate